benzyl (3S)-3-(cyclopropylamino)pyrrolidine-1-carboxylate C1(CC1)N[C@@H]1CN(CC1)C(=O)OCC1=CC=CC=C1